FC(C=1C=C(C=NC1)N1C[C@H](CC1)NC(OC(C)(C)C)=O)(F)F Tert-butyl (S)-(1-(5-(trifluoromethyl)pyridin-3-yl)pyrrolidin-3-yl)carbamate